NCC(=O)N1CC(C1)CNC(=O)C1=C(C=C(C=C1)NC(=O)C=1N(C(=CN1)C1=C(C(=C(C=C1)OC)F)F)C)Cl N-[4-[[1-(2-aminoacetyl)azetidin-3-yl]methylcarbamoyl]-3-chloro-phenyl]-5-(2,3-difluoro-4-methoxy-phenyl)-1-methyl-imidazole-2-carboxamide